C(=C)N1C(CC(C1C)C)=O N-vinyl-4,5-dimethylpyrrolidone